C(C)(C)(C)OC(=O)C1=CC=C(C=C1)[C@@H]1CN(CC[C@H]1CC1=C2C=CN(C2=C(C=C1C1CC1)C)C(=O)OC(C)(C)C)C tert-butyl 4-(((3R,4R)-3-(4-(tert-butoxycarbonyl) phenyl)-1-methylpiperidin-4-yl)methyl)-5-cyclopropyl-7-methyl-1H-indole-1-carboxylate